CNC=1C=CC2=C(C(=NO2)C)C1[N+](=O)[O-] N,3-dimethyl-4-nitrobenzo[d]isoxazol-5-amine